C1(CC1)C1=NC=NC(=C1C1=NC=2N(CC(NC2C=N1)=O)CC1=CC=C(C=C1)N1N=C(C=C1C)C(F)(F)F)OC 2-(4-cyclopropyl-6-methoxypyrimidin-5-yl)-8-(4-(5-methyl-3-(trifluoromethyl)-1H-pyrazol-1-yl)benzyl)-7,8-dihydropteridin-6(5H)-one